C(C)(C)C1CCC(CC1)OC[C@@H]1NCCC[C@@H]1C1=CC=NN1COCC[Si](C)(C)C (CIS)-2-(((4-isopropylcyclohexyl)oxy)methyl)-3-(1-((2-(trimethylsilyl)ethoxy)methyl)-1H-pyrazol-5-yl)piperidine